C(\C=C\C(=O)O)(=O)O.FC1=CC=C2C=CC=C(C2=C1)C(C)N(C)C (7-fluoronaphthalen-1-yl)-N,N-dimethylethan-1-amine fumarate